The molecule is a docosanoid anion obtained by deprotonation of the two carboxy groups and protonation of the glutamyl alpha-amino group of (13R)-S-cysteinylglycinyl-(14S)-hydroxy-(4Z,7Z,9E,11E,16Z,19Z)-docosahexaenoic acid; major species at pH 7.3. It is a conjugate base of a (13R)-S-cysteinyl-(14S)-hydroxy-(4Z,7Z,9E,11E,16Z,19Z)-docosahexaenoic acid. CC/C=C\\C/C=C\\C[C@@H]([C@@H](/C=C/C=C/C=C\\C/C=C\\CCC(=O)[O-])SC[C@@H](C(=O)[O-])[NH3+])O